2-(5-amino-2-(furan-2-yl)-7H-pyrazolo[4,3-e][1,2,4]triazolo[1,5-c]pyrimidin-7-yl)-N-(2-methoxybenzyl)-4-methylpentanamide NC1=NC2=C(C=3N1N=C(N3)C=3OC=CC3)C=NN2C(C(=O)NCC2=C(C=CC=C2)OC)CC(C)C